O([Mn])[Mn] oxo-bismanganese